(trans-2-isopropyl-4-methyl-4-phenyl-4,5-dihydrooxazol-5-yl)(phenyl)methanone C(C)(C)C=1O[C@H]([C@@](N1)(C1=CC=CC=C1)C)C(=O)C1=CC=CC=C1